ClC1=C(C=C(CN2CCN(CC2)C(=O)N2N=C(C=C2)NS(=O)(=O)C)C=C1)N1CC2CN(CC2C1)CC N-(1-(4-(4-Chloro-3-(5-ethylhexahydropyrrolo[3,4-c]pyrrol-2(1H)-yl)benzyl)piperazine-1-carbonyl)-1H-pyrazol-3-yl)methanesulfonamide